IC=1C(=NN2C1CN([C@@H](C2)C)C(=O)OC(C)(C)C)C2=CC=C(C=C2)C(F)(F)F tert-butyl (6R)-3-iodo-6-methyl-2-[4-(trifluoromethyl)phenyl]-6,7-dihydropyrazolo[1,5-a]pyrazine-5(4H)-carboxylate